(S)-2-((((9H-fluoren-9-yl)methoxy)carbonyl)amino)-3-(4-(3-oxo-3,4-dihydro-2H-benzo[b][1,4]oxazin-7-yl)phenyl)propanoic acid C1=CC=CC=2C3=CC=CC=C3C(C12)COC(=O)N[C@H](C(=O)O)CC1=CC=C(C=C1)C=1C=CC2=C(OCC(N2)=O)C1